ClC1=CC=C(C(=O)NC2=CC=C(C=C2)CN2CCS(CC2)(=O)=O)C=C1 4-chloro-N-{4-[(1,1-dioxo-1λ6,4-thiazinan-4-yl)methyl]phenyl}benzamide